C(CCCC)(=O)C=1C(=C(C(=O)O)C=CC1)N valeryl-aminobenzoic acid